C(C(=C)C)(=O)OCC(C(C)O)O 2,3-dihydroxybutyl methacrylate